(R)-N-(1-(4-fluorophenyl)ethyl)-5'-(methylsulfonyl)-[3,3'-bipyridin]-6-amine FC1=CC=C(C=C1)[C@@H](C)NC1=CC=C(C=N1)C=1C=NC=C(C1)S(=O)(=O)C